N-(4-(aminomethyl)phenyl)-6-(4-isopropylpiperidin-1-yl)-2-methylpyridin-3-amine NCC1=CC=C(C=C1)NC=1C(=NC(=CC1)N1CCC(CC1)C(C)C)C